N[C@H]1CN(C[C@@H](C1)F)C(=O)C1=CC2=C(N(C(=N2)C=2N(C3=CC=CC=C3C2)CC2CC2)CC2CN(C2)C2=NC(=NC=C2)C#N)C(=C1)OC 4-[3-({5-[(3R,5R)-3-amino-5-fluoropiperidine-1-carbonyl]-2-[1-(cyclopropylmethyl)-1H-indol-2-yl]-7-methoxy-1H-1,3-benzodiazol-1-yl}methyl)azetidin-1-yl]pyrimidine-2-carbonitrile